tri(hexadecyl)aluminum C(CCCCCCCCCCCCCCC)[Al](CCCCCCCCCCCCCCCC)CCCCCCCCCCCCCCCC